(S)-N-(1-hydroxy-3-methylbutan-2-yl)quinoxaline-2-carboxamide OC[C@H](C(C)C)NC(=O)C1=NC2=CC=CC=C2N=C1